[C@H]1([C@@H](O)[C@@H](O)[C@H](O)[C@H](O1)CO)OCC1=CC=C(C=C1)CO[C@@H]1[C@@H](O)[C@@H](O)[C@H](O)[C@H](O1)CO 1,4-bis(α-D-mannopyranosyloxymethyl)benzene